2'-deoxyguanosin [C@@H]1(C[C@H](O)[C@@H](CO)O1)N1C=NC=2C(=O)NC(N)=NC12